N1(CCNCC1)C1=CC=C(C=C1)C#CC1=CC=C(S1)C=CC(=O)O 3-(5-{2-[4-(piperazin-1-yl)phenyl]Ethynyl}thiophen-2-yl)prop-2-enoic acid